C(#N)C=1C=C(SC1)[C@H](N[S@@](=O)C(C)(C)C)C1CCCC1 (S)-N-((R)-(4-Cyanothiophen-2-yl)(cyclopentyl)methyl)-2-methylpropane-2-sulfinamide